C1(CC1)C=1NC(=CN1)\C=C\1/C(NC2=CC=C(C=C12)C1=C(C2=C(OCCN2)N=C1)C)=O (Z)-3-((2-cyclopropyl-1H-imidazol-5-yl)methylene)-5-(8-methyl-2,3-dihydro-1H-pyrido[2,3-b][1,4]oxazin-7-yl)indolin-2-one